N-(2-Methoxyethyl)-N-methyl-5-(1-methyl-1H-pyrazol-3-yl)-6-[4-(trifluoromethyl)phenoxy]pyridine-3-carboxamide COCCN(C(=O)C=1C=NC(=C(C1)C1=NN(C=C1)C)OC1=CC=C(C=C1)C(F)(F)F)C